[1-(methoxycarbonyl)cyclohexyl]methylammonium chloride [Cl-].COC(=O)C1(CCCCC1)C[NH3+]